N1=CN=CC=2[C@H]3N(C[C@@H](OC21)C3)C(C(C(C)(F)F)(C)C)=O 1-((5S,8S)-7,8-dihydro-5,8-methanopyrimido[5,4-f][1,4]oxazepin-6(5H)-yl)-3,3-difluoro-2,2-dimethylbutan-1-one